C(#N)C(C(=O)N1C(CCC1)C(=O)O)=CC1=CC(=C(C(=C1)[N+](=O)[O-])O)O 1-(2-cyano-3-(3,4-dihydroxy-5-nitrophenyl)acryloyl)pyrrolidine-2-carboxylic acid